pentanoic acid 4-nitrobenzyl ester [N+](=O)([O-])C1=CC=C(COC(CCCC)=O)C=C1